O=C1NC(CCC1N1C(C2=CC=CC(=C2C1=O)NCCC=1N=NN(C1)CCCCCCCCC=O)=O)=O 9-[4-[2-[[2-(2,6-dioxo-3-piperidyl)-1,3-dioxo-isoindolin-4-yl]amino]ethyl]triazol-1-yl]nonanal